(1r,3r)-3-(5-(trifluoromethyl)-1H-pyrazol-1-yl)cyclobutan-1-ol FC(C1=CC=NN1C1CC(C1)O)(F)F